NC1=C(C=CC(=C1)F)NC(CCCCCCC(=O)NC1CCC2=CC(=CC=C12)OC)=O N1-(2-amino-4-fluorophenyl)-N8-(5-methoxy-2,3-dihydro-1H-inden-1-yl)octanediamide